C(C)(C)NC1=NC(=NC(=N1)NC1=CC(=NC=C1)C1(CC1)C)C1=NC(=CC=C1)C(F)(F)F isopropyl-N'-[2-(1-methyl-cyclopropyl)-pyridin-4-yl]-6-(6-trifluoromethyl-pyridin-2-yl)-[1,3,5]triazine-2,4-diamine